ethyl 4-{3-[(4-amino-1-methylpyrrol-2-yl) formamido]propanamido}-1-methylimidazole-2-carboxylate NC=1C=C(N(C1)C)C(=O)NCCC(=O)NC=1N=C(N(C1)C)C(=O)OCC